C(C)(C)(C)OC(=O)N1C[C@H]([C@H](CC1)F)N.C1(CCCC1)[Si](OC)(OC)CCC Cyclopentyl-propyl-dimethoxysilane tert-butyl-(3R,4S)-3-amino-4-fluoro-piperidine-1-carboxylate